2,3,6-tris(trifluoromethyl)aniline tert-butyl-4-[2-[6-(2-bromo-4-methoxycarbonyl-phenoxy)-2-azaspiro[3.3]heptan-2-yl]ethyl]piperidine-1-carboxylate C(C)(C)(C)OC(=O)N1CCC(CC1)CCN1CC2(C1)CC(C2)OC2=C(C=C(C=C2)C(=O)OC)Br.FC(C2=C(N)C(=CC=C2C(F)(F)F)C(F)(F)F)(F)F